COC1=C(OC2=CC(=CC(=C2C1=O)OC)OC)C1=CC(=C(C(=C1)OC1COC1)O)C 3,5,7-trimethoxy-2-[4-hydroxy-3-methyl-5-(oxetan-3-yloxy)phenyl]chromen-4-one